4-diphenylphosphinoStyrene C1(=CC=CC=C1)P(C1=CC=C(C=C)C=C1)C1=CC=CC=C1